(3-sulfopropyl)quinolinium S(=O)(=O)(O)CCC[N+]1=CC=CC2=CC=CC=C12